OC1=C(C(=O)O)C=C(C(=C1)C(F)(F)F)OC 2-hydroxy-5-methoxy-4-(trifluoromethyl)benzoic acid